4-(6-(methacryloyloxy)hexyloxy)phenol C(C(=C)C)(=O)OCCCCCCOC1=CC=C(C=C1)O